N(=[N+]=[N-])CC(=O)NCCCC[C@@H](C(=O)OC(C)(C)C)NC(NC=1C=C(C=C(C(=O)OC)C1)C(=O)OC)=O (S)-Dimethyl 5-(3-(6-(2-azidoacetamido)-1-(tert-butoxy)-1-oxohexan-2-yl)ureido)isophthalate